8-(diethylamino)-N-(3-(2,4-dioxotetrahydropyrimidin-1(2H)-yl)phenyl)octanamide C(C)N(CCCCCCCC(=O)NC1=CC(=CC=C1)N1C(NC(CC1)=O)=O)CC